COC(=O)C1N(C(CC1)C1=CC=CC=C1)C(=O)OC(C)(C)C 5-phenylpyrrolidine-1,2-dicarboxylic acid 1-tert-butyl 2-methyl ester